1-amino-6-bromo-5-fluoroisobenzofuran-4-carboxylic acid NC=1OC=C2C(=C(C(=CC12)Br)F)C(=O)O